N1C=NC2=C1C=CC(=C2)C2=NC(=NC=C2)NC=2C=C(C=CC2)N(S(=O)(=O)C2=CC=CC=C2)C N-(3-((4-(1H-benzo[d]imidazol-5-yl)pyrimidin-2-yl)amino)phenyl)-N-methylbenzenesulfonamide